methyl 5-chloro-3-(N-((5-(2,6-dioxopiperidin-3-yl)-4-oxo-5,6-dihydro-4H-thieno[3,4-c]pyrrol-1-yl)methyl)sulfamoyl)thiophene-2-carboxylate ClC1=CC(=C(S1)C(=O)OC)S(NCC=1SC=C2C1CN(C2=O)C2C(NC(CC2)=O)=O)(=O)=O